C(N)(O)=O.N1C=NC=C1 Imidazole Carbamate